O1C=CC2=C1C(=CC=C2)P(N(C2CCCCC2)P(C2=CC=C(C=C2)[Si](CCCC)(CCCC)CCCC)C2=CC=C(C=C2)[Si](CCCC)(CCCC)CCCC)C2=CC=CC=1C=COC12 1,1-di(benzofuran-7-yl)-N-(bis(4-(tributylsilyl)phenyl)phosphaneyl)-N-cyclohexylphosphanamine